3-((5-(4-(tert-butoxy)-4-oxobutoxy)-2-methoxyphenyl)amino)propionic acid C(C)(C)(C)OC(CCCOC=1C=CC(=C(C1)NCCC(=O)O)OC)=O